NC1(C(CCCC1)(C1C(CCCC1)C(F)(F)F)N)C(F)(F)F diamino-2,2'-bis(trifluoromethyl)bicyclohexane